OC(C(=O)C1=CC=C(C=C1)OCCO)(C)C 2-hydroxy-4-(2-hydroxyethoxy)-2-methylpropionyl-benzene